8-(4-fluoro-3-(trifluoromethyl)phenyl)-2-(2-oxo-2-(pyrrolidin-1-yl)ethyl)pyrrolo[1,2-a]pyrazin-1(2H)-one FC1=C(C=C(C=C1)C=1C=CN2C1C(N(C=C2)CC(N2CCCC2)=O)=O)C(F)(F)F